3β-hydroxypregna-5,7-dien-20-one O[C@@H]1CC2=CC=C3[C@@H]4CC[C@H](C(C)=O)[C@]4(CC[C@@H]3[C@]2(CC1)C)C